CC=1C(=CC=C2N=CC(=NC12)C=1C=NN(C1)CC1CCN(CC1)C(=O)[O-])OC1=CC2=C(N=C(N2COCC[Si](C)(C)C)C)C=C1 4-[[4-[8-methyl-7-[2-methyl-3-(2-trimethylsilylethoxymethyl)-benzimidazol-5-yl]oxy-quinoxalin-2-yl]pyrazol-1-yl]methyl]piperidine-1-carboxylate